CN1N=NC2=C1C=CC(=C2C)C(C(C(=O)OC)(C)C)C2=CC(=C(C=C2)C)CN2C[C@H](OC1=C(C2)C=C2C(=C1)SC=C2)CC Methyl 3-(1,4-dimethyl-1H-benzo[d][1,2,3]triazol-5-yl)-3-(3-(((R)-2-ethyl-2,3-dihydrothieno[2',3':4,5]benzo[1,2-f][1,4]oxazepin-4(5H)-yl) methyl)-4-methylphenyl)-2,2-dimethylpropionate